ClC=1C=C2C=NN(C2=CC1N1C[C@@H]2CO[C@H](C1)[C@@]2(O)C)C=2C=NN(C2)C2CC2 (1R,5R,8R)-3-[5-chloro-1-(1-cyclopropylpyrazol-4-yl)indazol-6-yl]-8-methyl-6-oxa-3-azabicyclo[3.2.1]octan-8-ol